CC1=C(CNC(C(=O)NC2=CNC3=C2C=NC=C3)=O)C=CC=C1C(F)(F)F N1-(2-methyl-3-(trifluoromethyl)-benzyl)-N2-(1H-pyrrolo[3,2-c]pyridin-3-yl)oxalamide